kalium-aluminum [Al].[K]